C(C)(C)(C)C1=CC=C(C=C1)CC(C=[N+](C(C)C)[O-])C 3-(4-(tert-butyl)phenyl)-N-isopropyl-2-methylpropan-imine oxide